((1-(tert-butoxycarbonyl)pyrrolidin-3-yl)methyl)triphenylphosphonium C(C)(C)(C)OC(=O)N1CC(CC1)C[P+](C1=CC=CC=C1)(C1=CC=CC=C1)C1=CC=CC=C1